C(#N)C=1C=C(C=CC1)C=1C=C(C=C(C1)C1=CC(=CC=C1)C#N)C1=CC=C(C=C1)C1=CC=CC=C1 3,5-Bis(3-cyanophenyl)-1,1':4',1''-terphenyl